C(C)(=O)N[C@@H](CCCN)C(=O)O acetylornithine